((2-chloro-6-fluorophenyl)amino)-5,6-difluoroisoindoline-1,3-dione ClC1=C(C(=CC=C1)F)NN1C(C2=CC(=C(C=C2C1=O)F)F)=O